4-((1s,4s)-7-azabicyclo[2.2.1]Heptane-7-carbonyl)-5-(6-((2-cyclopropylpropan-2-yl)amino)4-(difluoromethyl)pyridin-3-yl)-N-(2-hydroxy-2-methylpropyl)thiazole-2-carboxamide C12CCC(CC1)N2C(=O)C=2N=C(SC2C=2C=NC(=CC2C(F)F)NC(C)(C)C2CC2)C(=O)NCC(C)(C)O